N1(CCCCC1)C(C(=O)OC)C methyl piperidin-1-yl-propionate